CO[SiH2]CC(CC)[SiH2]OC 1,2-bis(methoxysilyl)butane